C(C1=CC=CC=C1)N(C(=O)C1=C(N=C(S1)C1=C(C(=C(C(=C1)F)F)O)F)C)C(C)C1=CC=CC=C1 N-benzyl-4-methyl-N-(1-phenylethyl)-2-(2,4,5-trifluoro-3-hydroxyphenyl)thiazole-5-carboxamide